COC(=O)C=1N=C(OC1C1=CNC2=CC=CC=C12)C1=CC=C(C=C1)OC 5-(1H-indole-3-yl)-2-(4-methoxyphenyl)oxazole-4-carboxylic acid methyl ester